C1(CCC1)CN[C@H]1CN(CCC1)C=1C=CC(=NC1)C(C)(O)C1=CN=C(S1)C=1C=NC=C(C1)OC 1-(5-((R)-3-((cyclobutylmethyl)amino)piperidin-1-yl)pyridin-2-yl)-1-(2-(5-methoxypyridin-3-yl)thiazol-5-yl)ethan-1-ol